BrC=1C=CC=2C(N(C3=CC=CC1C23)C2C(NC(CCC2)=O)=O)=O 3-(5-bromo-2-oxobenzo[cd]indol-1(2H)-yl)azepane-2,7-dione